FC1=C(C(=O)N[C@H](C(=O)OC)CC2=C3CCCOC3=C(C=C2)C=2C(N(C(=CC2C)C)C)=O)C(=CC(=C1)N[C@@H](C(F)(F)F)CC)F methyl (S)-2-(2,6-difluoro-4-(((R)-1,1,1-trifluorobutan-2-yl)amino) benzamido)-3-(8-(1,4,6-trimethyl-2-oxo-1,2-dihydropyridin-3-yl)chroman-5-yl)propanoate